(R)-N-(7-chloro-6-(1-((3R,4R)-4-hydroxy-3-methyltetrahydrofuran-3-yl)piperidin-4-yl)isoquinolin-3-yl)-2-(tetrahydro-2H-pyran-4-yl)propenamide ClC1=C(C=C2C=C(N=CC2=C1)NC(C(=C)C1CCOCC1)=O)C1CCN(CC1)[C@@]1(COC[C@@H]1O)C